trans-1-(6-((2-methylphenyl)amino)pyrimidin-4-yl)-4-(3,4-dihydroIsoquinolin-2(1H)-yl)piperidin-3-ol CC1=C(C=CC=C1)NC1=CC(=NC=N1)N1C[C@H]([C@@H](CC1)N1CC2=CC=CC=C2CC1)O